5-[2,3-difluoro-4-[1-(2-methoxyethyl)-3,5-dimethyl-pyrazol-4-yl]phenyl]-1-methyl-imidazole-2-carboxamide FC1=C(C=CC(=C1F)C=1C(=NN(C1C)CCOC)C)C1=CN=C(N1C)C(=O)N